FC1=CC=C(C=C1)C(CSC)=O 1-(4-fluorophenyl)-2-(methylsulfanyl)ethan-1-one